N-(4-((3-(difluoromethoxy)-5-(methylsulfonyl)phenyl)amino)-5-(1-methyl-1H-pyrazol-3-yl)pyridin-2-yl)acetamide FC(OC=1C=C(C=C(C1)S(=O)(=O)C)NC1=CC(=NC=C1C1=NN(C=C1)C)NC(C)=O)F